(1S)-2-[3-Bromo-6-[5-methyl-1-[1-(oxetan-3-yl)-4-piperidyl]triazol-4-yl]pyrazolo[1,5-a]pyridin-4-yl]oxy-1-(5-fluoro-2-pyridyl)ethanol BrC=1C=NN2C1C(=CC(=C2)C=2N=NN(C2C)C2CCN(CC2)C2COC2)OC[C@@H](O)C2=NC=C(C=C2)F